FC1(CN(CCNC1)C)F 6,6-difluoro-4-methyl-1,4-diazepane